[N+](=O)([O-])C=1C=C(C(=O)[O-])C=CC1Cl 3-nitro-4-chloro-benzoate